8-{bis(mercaptomethylthio)methyl}-3,4,12,13-tetrakis(mercaptomethylthio)-1,15-dimercapto-2,5,7,9,11,14-hexathiapentadecane SCSC(C(SCSC(C(SCS)SCS)SCS)SCSC(C(SCS)SCS)SCS)SCS